8-fluoro-6-(8-fluoro-2-methyl-imidazo[1,2-a]pyridin-6-yl)-2H-isoquinolin-1-one FC=1C=C(C=C2C=CNC(C12)=O)C=1C=C(C=2N(C1)C=C(N2)C)F